1-Phenylethylacetat C1(=CC=CC=C1)C(C)OC(C)=O